tert-butyl (2S,6R)-4-(2-methoxy-8-(quinolin-7-ylcarbamoyl) quinazolin-5-yl)-2,6-dimethylpiperazine-1-carboxylate COC1=NC2=C(C=CC(=C2C=N1)N1C[C@@H](N([C@@H](C1)C)C(=O)OC(C)(C)C)C)C(NC1=CC=C2C=CC=NC2=C1)=O